C=1(SC=C2C1C=CC=C2)\C=N\NC2=NC(=NC(=C2)C(F)(F)F)SCC#C (E)-4-(2-(benzo[c]thiophen-1-ylmethylene)hydrazino)-2-(prop-2-yn-1-ylthio)-6-(trifluoromethyl)pyrimidine